N1=C(C=CC=C1)CNCC1=NC=CC=C1.[Zn+2] zinc (II) dipicolylamine